3-[2-(2-methylphenyl)ethynyl]pyrazin-2-amine CC1=C(C=CC=C1)C#CC=1C(=NC=CN1)N